N[C@@]1(CN(CC1)C1=C(C=NC=C1C1=CC(=CC(=C1)OC)C#N)C(=O)NC12CC(C1)C2)C 4-[(3S)-3-amino-3-methylpyrrolidin-1-yl]-N-{bicyclo[1.1.1]pentan-1-yl}-5-(3-cyano-5-methoxyphenyl)pyridine-3-carboxamide